C(C)(C)(C)OC(=O)N([C@H]1CN(CC1)C1=CC=C(N=N1)C(=O)O)C (R)-6-(3-((tert-butoxycarbonyl)(methyl)amino)pyrrolidin-1-yl)pyridazine-3-carboxylic acid